C(C)(C)(C)C=1C(=C(C(=O)OCCCCCCCCCCCCCCCC)C=C(C1)C(C)(C)C)O n-hexadecyl 3,5-di-tert-butyl-2-hydroxybenzoate